O.[Na+].N[C@@H](CC(=O)O)C(=O)[O-] l-aspartic acid monosodium salt hydrate